OCC1(OC2=C(C1)C=C(C(=C2)N2CCOCC2)NC(=O)C=2C1=C(C=NC2)N(N=N1)C)C N-(2-(Hydroxymethyl)-2-methyl-6-morpholino-2,3-dihydrobenzofuran-5-yl)-3-methyl-3H-[1,2,3]triazolo[4,5-c]pyridine-7-carboxamide